1-(6-(((5-amino-1,3,4-thiadiazol-2-yl)oxy)methyl)pyridin-3-yl)ethanone tert-Butyl-2-[1-(2-ethylsulfinyl-6-methyl-4-oxo-chromen-8-yl)ethylamino]benzoate C(C)(C)(C)OC(C1=C(C=CC=C1)NC(C)C=1C=C(C=C2C(C=C(OC12)S(=O)CC)=O)C)=O.NC1=NN=C(S1)OCC1=CC=C(C=N1)C(C)=O